1-(2-(trifluoromethyl)phenyl)cyclopropane FC(C1=C(C=CC=C1)C1CC1)(F)F